(S)-1-(3-((4-(2-(4-(4-chlorophenyl)-2,3,9-trimethyl-6H-thieno[3,2-f][1,2,4]triazolo[4,3-a][1,4]diazepin-6-yl)ethyl)piperazin-1-yl)methyl)phenyl)dihydropyrimidine-2,4(1H,3H)-dione ClC1=CC=C(C=C1)C1=N[C@H](C=2N(C3=C1C(=C(S3)C)C)C(=NN2)C)CCN2CCN(CC2)CC=2C=C(C=CC2)N2C(NC(CC2)=O)=O